C1(CC1)C=1C=C(C=2N(C1)C=C(N2)CO)C#N 6-cyclopropyl-2-(hydroxymethyl)imidazo[1,2-a]pyridine-8-carbonitrile